1,3,3,5,7-pentamethyl-5-(5-methylthiophene-2-yl)octahydrobenzo[c]isoxazole CN1OC(C2C1C(CC(C2)(C=2SC(=CC2)C)C)C)(C)C